pentamethyl-cyclopentadienyl-1,5-cyclooctadiene ruthenium chloride [Ru](Cl)(Cl)Cl.CC1(C(C(=C(CCC=C1)C1C=CC=C1)C)(C)C)C